1-(methyl-D-prolyl)piperazine TFA salt OC(=O)C(F)(F)F.CN1[C@H](CCC1)C(=O)N1CCNCC1